N1=CC=CC=C1.C(CC)S(=O)(=O)OO hydroxy propanesulfonate pyridine salt